4-((4-(2-(1-methyl-2,6-dioxopiperidin-3-yl)-1-oxoisoindolin-5-yl)piperazin-1-yl)methyl)benzoic acid CN1C(C(CCC1=O)N1C(C2=CC=C(C=C2C1)N1CCN(CC1)CC1=CC=C(C(=O)O)C=C1)=O)=O